3-(6-bromopyridin-2-yl)-6-(1-(difluoromethyl)-1H-pyrazol-4-yl)-7-methoxyimidazo[1,2-b]pyridazine BrC1=CC=CC(=N1)C1=CN=C2N1N=C(C(=C2)OC)C=2C=NN(C2)C(F)F